dimethyl 5,5'-diselanediylbis(2-((4-oxo-7-phenyl-4,5-dihydro-1H-imidazo[2,1-b]purin-8-yl) amino) benzoate) [Se]([Se]C=1C=CC(=C(C(=O)OC)C1)NC1=C(N=C2NC(C=3N=CNC3N21)=O)C2=CC=CC=C2)C=2C=CC(=C(C(=O)OC)C2)NC2=C(N=C1NC(C=3N=CNC3N12)=O)C1=CC=CC=C1